FC(C1=CC=C(C[N+]2=CC3=C(C=C2)N=CS3)C=C1)(F)F 5-(4-(trifluoromethyl)benzyl)thiazolo[5,4-c]pyridin-5-ium